C(CCCCC)OC(CCCCCCCCCCC)=O Lauric acid hexyl ester